α-D-glucopyranosyl-(1->4)-α-D-glucopyranosyl-(1->4)-α-D-glucopyranosyl-(1->4)-D-glucose [C@H]1([C@H](O)[C@@H](O)[C@H](O)[C@H](O1)CO)O[C@H]1[C@@H]([C@H]([C@H](O[C@@H]1CO)O[C@H]1[C@@H]([C@H]([C@H](O[C@@H]1CO)O[C@@H]([C@@H]([C@H](C=O)O)O)[C@H](O)CO)O)O)O)O